C(#N)C=1C=C(C=CC1OCC(C)C)C=1SC(=C(N1)C)C(=O)O 2-(3-cyano-4-isobutoxy-phenyl)-4-methyl-thiazole-5-formic acid